FC1=C(C(=C(C(=C1[B-](C1=C(C(=C(C(=C1F)F)F)F)F)(C1=C(C(=C(C(=C1F)F)F)F)F)C1=C(C(=C(C(=C1F)F)F)F)F)F)F)F)F.[SiH3+].C1(=CC(=CC(=C1)C)C)C.C1(=CC(=CC(=C1)C)C)C.C1(=CC(=CC(=C1)C)C)C tris(mesitylene) silylium tetrakis(pentafluorophenyl)borate